FC(C(CCBr)(F)F)(F)F 1,1,1,2,2-pentafluoro-4-bromobutane